C1(=CC=CC=C1)NC(NN=C1C(C(=NN1C1=CC=CC=C1)C1=CC=CC=C1)C(C1=CC=CS1)=O)=O 1,3-diphenyl-4-thenoyl-5-pyrazolone 4-phenylsemicarbazone